N-(3-Nitrophenyl)decanamide [N+](=O)([O-])C=1C=C(C=CC1)NC(CCCCCCCCC)=O